Pyridine-2(1H)-imine N1C(C=CC=C1)=N